3-hydroxyethyl-3-propyloxetane OCCC1(COC1)CCC